(3Z)-17,17-diethoxy-1,3-heptadecadiene C(C)OC(CCCCCCCCCCCC\C=C/C=C)OCC